C(C)(C)(C)OC(=O)N1OCCC1C=1C=NC=C(C1)F.OC(=O)C(F)(F)F.FC=1C=C(C=NC1)C1NOCC1 3-(5-Fluoro-3-pyridyl)isoxazolidine TFA salt Tert-butyl-3-(5-fluoro-3-pyridyl)isoxazolidine-2-carboxylate